2-[(3R,4S)-4-(4-cyano-3-fluorophenoxy)-3-hydroxy-3-(hydroxymethyl)pyrrolidin-1-yl]sulfonyl-5-(trifluoromethyl)benzonitrile C(#N)C1=C(C=C(O[C@@H]2[C@@](CN(C2)S(=O)(=O)C2=C(C#N)C=C(C=C2)C(F)(F)F)(CO)O)C=C1)F